N(=[N+]=[N-])C=1C=C(COC(=O)NCCCC[C@H](N)C(=O)O)C=CC1 N6-(((3-azidobenzyl)oxy)carbonyl)-L-lysine